BrC1=CC(=C(C(=O)NCCN(C)C)C(=C1)C)C(F)F 4-bromo-2-(difluoromethyl)-N-(2-(dimethylamino)ethyl)-6-methylbenzamide